C1(CCC1)N1C=CC=2C1=NC=C(C2)C(=O)NC=2C=C1CN(C(C1=CC2)=O)C2C(NC(CC2)=O)=O 1-cyclobutyl-N-[2-(2,6-dioxopiperidin-3-yl)-1-oxo-3H-isoindol-5-yl]pyrrolo[2,3-b]pyridine-5-carboxamide